CN(C(C(CNC(OC(C)(C)C)=O)O)=O)C tert-butyl (3-(dimethylamino)-2-hydroxy-3-oxopropyl)carbamate